racemic-N-(1-(1-cyanoethyl)-3-isopropoxy-1H-pyrazol-4-yl)formamide C(#N)[C@@H](C)N1N=C(C(=C1)NC=O)OC(C)C |r|